FC1=C(C(=CC=C1)F)C1=NC=2N(C(=N1)NC1=CC=C(C(=O)NCC(F)(F)F)C=C1)N=CC2 4-((2-(2,6-difluorophenyl)pyrazolo[1,5-a][1,3,5]triazin-4-yl)amino)-N-(2,2,2-trifluoroethyl)benzamide